2,2'-dithiodibenzoyl chloride C(C1=C(C=CC=C1)SSC1=C(C(=O)Cl)C=CC=C1)(=O)Cl